Dec-3-ene-8-carboxylic acid tert-butyl ester C(C)(C)(C)OC(=O)C(CCCC=CCC)CC